NC[C@@H]1CN(CCO1)C(C(C)C)=O (R)-2-aminomethyl-4-isobutyrylmorpholine